N-(3-Amino-4-(2-chloro-5-fluorophenoxy)-1-methyl-7-((1-methyl-1H-pyrazol-3-yl)ethynyl)-1H-indazol-5-yl)-3-fluoro-5-(trifluoromethyl)benzamide NC1=NN(C2=C(C=C(C(=C12)OC1=C(C=CC(=C1)F)Cl)NC(C1=CC(=CC(=C1)C(F)(F)F)F)=O)C#CC1=NN(C=C1)C)C